4-{[6-(5-chloro-2-fluorophenyl)pyridazin-4-yl]amino}quinolin-7-yl 4-methylpiperazine-1-carboxylate CN1CCN(CC1)C(=O)OC1=CC=C2C(=CC=NC2=C1)NC1=CN=NC(=C1)C1=C(C=CC(=C1)Cl)F